C(CC)(=O)O[C@@H](C)OCC([C@H](C[C@H]1C(NCC1)=O)NC([C@@H](NC(=O)C=1NC2=CC=CC(=C2C1)OC)CC(C)C)=O)=O (1S)-1-({(3S)-3-({N-[(4-methoxy-1H-indol-2-yl)carbonyl]-L-leucyl}amino)-2-oxo-4-[(3S)-2-oxopyrrolidin-3-yl]butyl}oxy)ethyl propanoate